chlorodiphenylbismuthane Cl[Bi](C1=CC=CC=C1)C1=CC=CC=C1